racemic-tert-butyl 2-bromo-6-methyl-3-(pyridin-4-yl)-6,7-dihydropyrazolo[1,5-a]pyrazine-5(4H)-carboxylate BrC1=NN2C(CN([C@@H](C2)C)C(=O)OC(C)(C)C)=C1C1=CC=NC=C1 |r|